3-((3-(4-(allyloxy)-5-chloropyridin-3-yl)-6-(methylthio)-2,4-dioxo-3,4-dihydro-1,3,5-triazin-1(2H)-yl)methyl)-4-methylbenzonitrile C(C=C)OC1=C(C=NC=C1Cl)N1C(N(C(=NC1=O)SC)CC=1C=C(C#N)C=CC1C)=O